COC(=O)C1=C(C=C2C=NNC2=C1)NC(=O)C1=NC(=CC=C1)C(F)(F)F 5-(6-(trifluoromethyl)pyridinecarboxamido)-1H-indazole-6-carboxylic acid methyl ester